IC1=NN(C(=C1)C1C2CC(CC12)=O)C(C)C 6-(3-Iodo-1-isopropyl-17Z-pyrazol-5-yl)bicyclo[3.1.0]hexan-3-one